(1s,4s)-4-(2-(tetrahydro-2H-pyran-4-ylamino)-8-(2,3,4-trichlorophenylamino)-9H-purin-9-yl)cyclohexanecarboxamide O1CCC(CC1)NC1=NC=C2N=C(N(C2=N1)C1CCC(CC1)C(=O)N)NC1=C(C(=C(C=C1)Cl)Cl)Cl